Oleic Acid-d4 C(C(C(CCCCC\C=C/CCCCCCCC)([2H])[2H])([2H])[2H])(=O)O